The molecule is a polyazaalkane that is decane in which the carbon atoms at positions 1, 4, 7 and 10 are replaced by nitrogens. It is a tetramine and a polyazaalkane. C(CNCCNCCN)N